N=1C2(CN3C1C=CC=C3)CCOC3=CC=CC=C32 3'H-spiro[chroman-4,2'-imidazo[1,2-a]pyridine]